N1(CCC1)S(=O)(=O)NC=1C(=C(OC=2C=C3C(N(C=NC3=CC2)CCCNC(OC(C)(C)C)=O)=O)C(=CC1)F)C#N tert-butyl N-[3-[6-[3-(azetidin-1-ylsulfonylamino)-2-cyano-6-fluoro-phenoxy]-4-oxo-quinazolin-3-yl]propyl]carbamate